BrC=1C(=C(N(CC2=CC=C(C=C2)OC)CC2=CC=C(C=C2)OC)C(=C(C1)C)F)F 3-bromo-2,6-difluoro-N,N-bis(4-methoxybenzyl)-5-methylaniline